(2R)-4-[(2R)-3-(3,4-dihydro-1H-isoquinolin-2-yl)-2-hydroxy-propyl]-8-[[1-(2-hydroxy-2-methyl-propyl)-4-piperidyl]oxy]-2-methyl-2,3-dihydro-1,4-benzoxazepin-5-one C1N(CCC2=CC=CC=C12)C[C@H](CN1C[C@H](OC2=C(C1=O)C=CC(=C2)OC2CCN(CC2)CC(C)(C)O)C)O